N[C@@H]1[C@@H](OCC12CCN(CC2)C=2N=CC(=NC2)SC2=C(C(=NC=C2)N2C(CCC2)CO)Cl)C (1-(4-(5-((3s,4s)-4-amino-3-methyl-2-oxa-8-azaspiro[4.5]decan-8-yl)pyrazin-2-ylsulfanyl)-3-chloropyridin-2-yl)pyrrolidin-2-yl)methanol